(R)-4-(1,2-dihydroxyethyl)-6-(1-(4-(trifluoromethyl)benzyl)-1H-indol-5-yl)picolinonitrile O[C@@H](CO)C1=CC(=NC(=C1)C=1C=C2C=CN(C2=CC1)CC1=CC=C(C=C1)C(F)(F)F)C#N